trifluoromethanesulfonyl-(3-(2-chlorophenyl))propylamine FC(S(=O)(=O)NCCCC1=C(C=CC=C1)Cl)(F)F